C(=C\CCCCCCC#CCC)/O E-dodecen-9-ynol